carbazole-5,7-dione C1=CC=CC2=C3C(CC(C=C3N=C12)=O)=O